2-[({1-[4-(dimethylamino)-4-methylpent-2-ynoyl]azetidin-3-yl}oxy)methyl]-3-methylbutanoic acid CN(C(C#CC(=O)N1CC(C1)OCC(C(=O)O)C(C)C)(C)C)C